O[C@@H]1CO[C@@H]([C@H]1OCSC)CO (2R,3R,4S,5R)-3-hydroxy-5-(hydroxymethyl)-4-((methylthio)methoxy)tetrahydrofuran